ClC1=CC(=C(C(=O)N2C[C@@H](N(C[C@H]2C)C(=O)OC(C)(C)C)C)C=C1)F tert-Butyl (2S,5R)-4-(4-chloro-2-fluorobenzoyl)-2,5-dimethylpiperazine-1-carboxylate